N-{[(9H-fluoren-9-yl)methoxy]carbonyl}-3-[2-(trifluoromethyl)pyrimidin-5-yl]-L-alanine C1=CC=CC=2C3=CC=CC=C3C(C12)COC(=O)N[C@@H](CC=1C=NC(=NC1)C(F)(F)F)C(=O)O